SC1=CC=C(C=C1)NC(C)=O N-(4-mercaptophenyl)acetamide